2-(2,6-dioxopiperidin-3-yl)-1-oxo-N-((R)-2,2,2-trifluoro-1-(1-(2,2,2-trifluoroethyl)piperidin-4-yl)ethyl)isoindoline-5-carboxamide O=C1NC(CCC1N1C(C2=CC=C(C=C2C1)C(=O)N[C@@H](C(F)(F)F)C1CCN(CC1)CC(F)(F)F)=O)=O